(R or S)-((3-(2-(5-fluoro-thiophen-2-yl)ethyl)-1-(2-(6-methylpyridin-3-yl)propan-2-yl)pyrrolidin-3-yl)methyl)sulfamoyl-4-fluorophenylamine FC1=CC=C(S1)CC[C@@]1(CN(CC1)C(C)(C)C=1C=NC(=CC1)C)CNS(=O)(=O)NC1=CC=C(C=C1)F |o1:8|